N1(C=NC=C1)CCN(C=1C2=C(N=C(N1)OCC1(CC1)CN(C)C)CN(CC2)C2=CC=CC1=CC=CC(=C21)CC)C N-(2-(1H-imidazol-1-yl)ethyl)-2-((1-((dimethylamino)methyl)cyclopropyl)methoxy)-7-(8-ethylnaphthalen-1-yl)-N-methyl-5,6,7,8-tetrahydropyrido[3,4-d]pyrimidin-4-amine